C(C)(CC)C=1C=C2C=CC=NC2=CC1 6-sec.-butyl-chinolin